3-(tert-butyldimethylsilyloxy)cyclobutanecarbonitrile [Si](C)(C)(C(C)(C)C)OC1CC(C1)C#N